4-(4-(4-((3-(1-(fluoromethyl)cyclopropyl)-1,2,4-oxadiazole-5-carboxamido)-methyl)-3-methylphenyl)pyridin-3-yl)piperazine-1-carboxylic acid tert-butyl ester C(C)(C)(C)OC(=O)N1CCN(CC1)C=1C=NC=CC1C1=CC(=C(C=C1)CNC(=O)C1=NC(=NO1)C1(CC1)CF)C